(S)-7-(3,4-difluorobenzyl)-6-(methoxymethyl)-2-(5-methyl-2-((1-methyl-1H-pyrazol-5-yl)amino)pyrimidin-4-yl)-6,7-dihydroimidazo[1,2-a]pyrazin-8(5H)-one FC=1C=C(CN2C(C=3N(C[C@H]2COC)C=C(N3)C3=NC(=NC=C3C)NC3=CC=NN3C)=O)C=CC1F